N(=[N+]=[N-])CCOCCOCCC(=O)NS(=O)(=O)CCCCNC(OC(C)(C)C)=O tert-Butyl N-[4-({3-[2-(2-azidoethoxy)ethoxy]propanamido}sulfonyl) butyl]carbamate